BrC=1C(=NC=NC1)N[C@H](C(=O)O)CCN(CCCCC1=NC=2NCCCC2C=C1)CCCF (S)-2-((5-bromopyrimidin-4-yl)amino)-4-((3-fluoropropyl)(4-(5,6,7,8-tetrahydro-1,8-naphthyridin-2-yl)butyl)amino)butanoic acid